C(=O)(O)C(CC[C@H](N)C(=O)O)CN 5-carboxylysine